(3R)-3-methoxypyrrolidin CO[C@H]1CNCC1